C(C)ONC1=CC=CC2=CC=CC=C12 ethoxynaphthylamine